1,1,2-trifluoro-2-(2-(2-fluoroethoxy)ethoxy)ethane FC(C(OCCOCCF)F)F